7-Azabenzotriazol-1-yloxy-tris(tetrahydropyrrolyl)phosphonium hexafluorophosphate F[P-](F)(F)(F)(F)F.N1(N=NC2=C1N=CC=C2)O[P+](N2CCCC2)(N2CCCC2)N2CCCC2